S(OC1=CC=C(C=C1)OCC1=C(C=C(C=C1F)NC(=O)OC)F)(=O)(=O)F 4-((2,6-difluoro-4-((methoxycarbonyl)amino)benzyl)oxy)phenyl sulfurofluoridate